NC1=NN2C(N=CC=C2)=C1C(=O)NC(C)C=1C=C(C2=CN(N=C2C1OCC)CC)Cl 2-amino-N-[1-(4-chloro-7-ethoxy-2-ethyl-2H-indazol-6-yl)ethyl]pyrazolo[1,5-a]pyrimidine-3-carboxamide